biphenyl-2-yl-carbamic acid 1-[2-(benzyloxycarbonylmethylamino) ethyl]piperidin-4-yl ester C(C1=CC=CC=C1)OC(=O)CNCCN1CCC(CC1)OC(NC1=C(C=CC=C1)C1=CC=CC=C1)=O